Cl.BrC1=CC=C(OC2CNC2)C=C1 3-(4-bromophenoxy)azetidine hydrochloride